NCC1=CC=C(NC2=CC(=CC=C2)OC)C=C1F 4-(aminomethyl)-5-fluoro-N-(3-methoxyphenyl)aniline